FC(C(=O)NC1=CC=C(C=C1)C1(CCC1)O)(F)F 2,2,2-trifluoro-N-(4-(1-hydroxycyclobutyl)phenyl)acetamide